FC(C=1C=C(C=CC1)S(=O)(=O)N1C=CC=2C1=CN=CC2C2=CC=C(C#N)C=C2)(F)F 4-{1-{[3-(trifluoromethyl)phenyl]sulfonyl}-1H-pyrrolo[2,3-c]pyridin-4-yl}Benzonitrile